ClC=1C=C(C=2N(N1)C(=CN2)[C@@H]2O[C@@H]([C@H]([C@H]2O)O)CO)N[C@@H](C)C2=C(C=CC=C2)F (2S,3R,4S,5R)-2-(6-chloro-8-{[(1S)-1-(2-fluorophenyl)ethyl]Amino}imidazo[1,2-b]Pyridazin-3-yl)-5-(hydroxymethyl)oxolane-3,4-diol